N-(2-(cyclohept-1-en-1-yl)-4-(2,2,6,6-tetramethylpiperidin-4-yl)phenyl)-5-methylisoxazole-3-Carboxamide C1(=CCCCCC1)C1=C(C=CC(=C1)C1CC(NC(C1)(C)C)(C)C)NC(=O)C1=NOC(=C1)C